2-[(4-{3-[(4-methylphenyl)amino]benzoyl}piperazin-1-yl)methyl]-1-{[(2S)-oxetan-2-yl]methyl}-1H-1,3-benzodiazole-6-carboxylic acid CC1=CC=C(C=C1)NC=1C=C(C(=O)N2CCN(CC2)CC2=NC3=C(N2C[C@H]2OCC2)C=C(C=C3)C(=O)O)C=CC1